C(C)(C)(C)N1N=C(C=C1)C1=CC(=NC=C1)N 4-(1-(tert-Butyl)-1H-pyrazol-3-yl)pyridin-2-amine